1-(6-chloro-7-isopropoxy-2-methoxyquinolin-3-yl)ethanol ClC=1C=C2C=C(C(=NC2=CC1OC(C)C)OC)C(C)O